3-(2-aminopyrimidin-5-yl)-9-(1-((6-chloro-2-(1-cyclopropyl-1H-pyrazol-4-yl)pyridin-3-yl)amino)ethyl)-7-methyl-4-(methyl-d3)imidazo[1,5-a]quinazolin-5(4H)-one NC1=NC=C(C=N1)C=1N=CN2C1N(C(C1=CC(=CC(=C21)C(C)NC=2C(=NC(=CC2)Cl)C=2C=NN(C2)C2CC2)C)=O)C([2H])([2H])[2H]